(2S,6R)-6-(4-benzamido-2-oxo-pyrimidin-1-yl)-2-(hydroxymethyl)-2-(triisopropylsiloxymethyl)morpholine-4-carboxylic acid 9H-fluoren-9-ylmethyl ester C1=CC=CC=2C3=CC=CC=C3C(C12)COC(=O)N1C[C@@](O[C@H](C1)N1C(N=C(C=C1)NC(C1=CC=CC=C1)=O)=O)(CO[Si](C(C)C)(C(C)C)C(C)C)CO